1-N-t-butoxycarbonyl-2-(aminoethyl)piperidine C(C)(C)(C)OC(=O)N1C(CCCC1)CCN